tri-t-butyl-tin naphthate C1(=CC=CC2=CC=CC=C12)C(=O)[O-].C(C)(C)(C)[Sn+](C(C)(C)C)C(C)(C)C